C(C)(C)(C)OC(=O)NC(CC(C(=O)O)(C)C)CC1=CC(=C(C=C1)N(CC1=CC=CC=C1)CC1=CC=CC=C1)F 4-{[(tert-Butoxy)carbonyl]amino}-5-[4-(dibenzylamino)-3-fluorophenyl]-2,2-dimethylpentanoic acid